C(C=C)(=O)NC=1C=C(C=CC1)C=1C=C(C=C2C=NC=NC12)C1=CC(=C(C(=O)NC2=NC=CC(=C2)C(F)(F)F)C=C1)Cl 4-(8-(3-acrylamidophenyl)quinazolin-6-yl)-2-chloro-N-(4-(trifluoromethyl)pyridin-2-yl)benzamide